1-(2-(3,6-diazabicyclo[3.1.1]heptan-3-yl)-7-(thiazol-2-yl)benzo[d]oxazol-5-yl)-2,2,2-trifluoroethan-1-ol C12CN(CC(N1)C2)C=2OC1=C(N2)C=C(C=C1C=1SC=CN1)C(C(F)(F)F)O